FC1=C(C(=CC(=C1)C(C(F)(F)F)O)F)C=1N=C2N(C=CC(=C2)C)C1C[C@H]1CN(CCO1)C(=O)OC methyl (S)-2-((2-(2,6-difluoro-4-(2,2,2-trifluoro-1-hydroxyethyl)phenyl)-7-methylimidazo[1,2-a]pyridin-3-yl)methyl)morpholine-4-carboxylate